(3R,4R)-4-((5-fluoro-7-(2,4,6-trifluoro-3-methylphenyl)pyrrolo[2,1-f][1,2,4]triazin-2-yl)amino)-1-(methylsulfonyl)piperidin-3-ol FC=1C=C(N2N=C(N=CC21)N[C@H]2[C@@H](CN(CC2)S(=O)(=O)C)O)C2=C(C(=C(C=C2F)F)C)F